C1(=C(C(=C(C(=C1[2H])[2H])[2H])[2H])[2H])C1=C(C(=CC=C1)C1=C(C(=C(C(=C1[2H])[2H])[2H])[2H])[2H])NC1=CC2=C(OC3=C2C=CC=C3)C=C1N N2-([1,1':3',1''-Terphenyl]-2'-yl-2,2'',3,3'',4,4'',5,5'',6,6''-d10)dibenzo[b,d]furan-2,3-diamine